(R)-N-(4-((1-(3-amino-5-(trifluoromethyl)phenyl)ethyl)amino)-6-(pyrrolidin-1-yl)pyrido[3,4-d]pyrimidin-2-yl)-3-(methylamino)propenamide NC=1C=C(C=C(C1)C(F)(F)F)[C@@H](C)NC=1C2=C(N=C(N1)NC(C=CNC)=O)C=NC(=C2)N2CCCC2